FC1=CC=C(C=C1)C1=NC(=NC(=C1)C(C)C)CS(=O)(=O)NC 4-(4-fluorophenyl)-6-isopropylpyrimidin-2-yl-N-methylmethanesulfonamide